C(C)OC(=O)C=1NC2=C(C(=CC=C2C1CCCOC1=CC=CC2=CC=CC=C12)Cl)Br 7-bromo-6-chloro-3-[3-(naphthalen-1-yloxy)propyl]-1H-indole-2-carboxylic acid ethyl ester